ClC=1C=C2C=C(NC2=CC1)CNC(N(C)C1CN(CCC1)C(CC(C)(C)O)=O)=O 3-[(5-chloro-1H-indol-2-yl)methyl]-1-[1-(3-hydroxy-3-methylbutanoyl)piperidin-3-yl]-1-methylurea